C(CCC(=O)OC(C(Cl)(Cl)Cl)P(=O)(OC)OC)(=O)O[C@H](CN(C)C)COC1=C(C=CC=C1)CCC1=CC(=CC=C1)OC (R)-1-(dimethylamino)-3-(2-(3-methoxyphenethyl)phenoxy)propan-2-yl (2,2,2-trichloro-1-(dimethoxyphosphoryl)ethyl) succinate